Methyl (E)-3-((1-(5-aminopentyl)-1,3-dihydro-2H-benzo[d]imidazol-2-ylidene)carbamoyl)benzoate NCCCCCN1\C(\NC2=C1C=CC=C2)=N\C(=O)C=2C=C(C(=O)OC)C=CC2